[4-([1,1'-Biphenyl]-4-yl)piperazin-1-yl](5-nitrofuran-2-yl)methanone C1(=CC=C(C=C1)N1CCN(CC1)C(=O)C=1OC(=CC1)[N+](=O)[O-])C1=CC=CC=C1